(5R)-9,9-dimethyl-2-[2-methyl-4-(trifluoromethyl)pyrimidine-5-carbonyl]-8-oxo-2-azaspiro[4.5]dec-6-ene-7-carbonitrile CC1(C(C(=C[C@]2(CCN(C2)C(=O)C=2C(=NC(=NC2)C)C(F)(F)F)C1)C#N)=O)C